FC(C(=O)O)(F)F.NC1CCN(CC1)C(C)=O 1-(4-aminopiperidin-1-yl)ethanone trifluoroacetate